methoxybis(dimethylamino)methane tungsten tantalum nickel cobalt [Co].[Ni].[Ta].[W].COC(N(C)C)N(C)C